OC1=CC=C(C=C1)C(C=CC1=CC=C(C(=O)O)C=C1)=O 4-[3-(4-Hydroxyphenyl)-3-oxoprop-1-en-1-yl]benzoic acid